CO[Si](CCCCCCCCN1N=C(N=C1C(C)C)NC1=NNC(=N1)C(C)C)(OC)OC 1-[8-(Trimethoxysilyl)octyl]-3,3'-iminobis(5-isopropyl-1,2,4-triazole)